10-(3,5-dibromophenyl)-9,9-dimethyl-9,10-dihydroacridine BrC=1C=C(C=C(C1)Br)N1C=2C=CC=CC2C(C2=CC=CC=C12)(C)C